(S)-N-((R)-2-(difluoromethoxy)-1-(3-(difluoromethoxy)phenyl)ethyl)-3-(3,3-dimethylcyclobutyl)-3-hydroxypropionamide FC(OC[C@@H](C1=CC(=CC=C1)OC(F)F)NC(C[C@H](O)C1CC(C1)(C)C)=O)F